4-nitro-1,3-phenylenediamine [N+](=O)([O-])C1=C(C=C(C=C1)N)N